2-ethoxyethyl (R)-1-((4'-(1,1,1,3,3,3-hexafluoro-2-hydroxypropan-2-yl)-[1,1'-biphenyl]-4-yl)methyl)-4-(pyridin-4-ylmethyl)piperazine-2-carboxylate FC(C(C(F)(F)F)(O)C1=CC=C(C=C1)C1=CC=C(C=C1)CN1[C@H](CN(CC1)CC1=CC=NC=C1)C(=O)OCCOCC)(F)F